2-methyl-N-((trifluoromethyl)sulfonyl)propanamide CC(C(=O)NS(=O)(=O)C(F)(F)F)C